C1=CC2=C(C=C1Cl)N=C(NC2=O)/C(=C(/C3=C(C=C(C=C3)Cl)Cl)\\O)/C#N The molecule is a member of the class of quinazolines that functions as a ATPase motor cytoplasmic dynein inhibitor. It has a role as an ATPase motor cytoplasmic dynein inhibitor. It is an enone, a dichlorobenzene, a nitrile and a member of quinazolines.